C(#N)C1(CCN(CC1)C1=C(C=NC2=CC=C(C=C12)F)C(=O)NC1CCC(CC1)O)C1=CC=CC=C1 4-(4-Cyano-4-phenylpiperidin-1-yl)-6-fluoro-N-((1R,4R)-4-hydroxycyclohexyl)quinoline-3-carboxamide